α-amino-β-methylvaleric acid NC(C(=O)O)C(CC)C